CC1=CC=C(C=C1)S(=O)(=O)O.C1NCC12CCC2 2-azaspiro[3.3]Heptane 4-methylbenzenesulfonate